methyl N-[4-(tert-butoxycarbonylamino) cyclohexyl]-5-aminoindoline-6-carboxylate C(C)(C)(C)OC(=O)NC1CCC(CC1)N1CCC2=CC(=C(C=C12)C(=O)OC)N